5-chloro-2-[[2-(4-chloropyrazol-1-yl)-4-(trifluoromethyl)imidazol-1-yl]methyl]-pyrimidine ClC=1C=NC(=NC1)CN1C(=NC(=C1)C(F)(F)F)N1N=CC(=C1)Cl